FC=1C=C(C=CC1)S(=O)(=NC1=CC=C(C=C1)C1=NOC(=N1)C(F)(F)F)C (3-fluorophenyl)(methyl)((4-(5-(trifluoromethyl)-1,2,4-oxadiazol-3-yl)phenyl)imino)-λ6-sulfanone